fluoro-indolecarboxylic acid FC1=C(NC2=CC=CC=C12)C(=O)O